C(C)(C)(C)OC(NC1(CCN(CC1)C1=NC(=C(C(=N1)N)C1=C(C(=CC=C1)Cl)Cl)C(N)=O)C)=O {1-[4-amino-6-carbamoyl-5-(2,3-dichlorophenyl)pyrimidin-2-yl]-4-methylpiperidin-4-yl}carbamic acid tert-butyl ester